N-(1-Amino-1-oxopropan-2-yl)-5-(1-methyl-1H-pyrazol-3-yl)-6-[4-(trifluoromethyl)phenoxy]pyridine-3-carboxamide NC(C(C)NC(=O)C=1C=NC(=C(C1)C1=NN(C=C1)C)OC1=CC=C(C=C1)C(F)(F)F)=O